NC1=C(C(=CC=C1)C)O 2-amino-6-methylphenol